tert-butyl 4-[8-({8-acetyl-2-methylimidazo[1,2-a]pyridin-6-yl}carbamoyl)cinnolin-5-yl]piperazine-1-carboxylate C(C)(=O)C=1C=2N(C=C(C1)NC(=O)C=1C=CC(=C3C=CN=NC13)N1CCN(CC1)C(=O)OC(C)(C)C)C=C(N2)C